N1-(2-(3-((4-chloro-2-fluorophenyl)(methyl)amino)pyrrolidin-1-yl)phenyl)-N4,N4-dimethylbenzene-1,4-disulfonamide ClC1=CC(=C(C=C1)N(C1CN(CC1)C1=C(C=CC=C1)NS(=O)(=O)C1=CC=C(C=C1)S(=O)(=O)N(C)C)C)F